O=C1N(C(C=C1)=O)C(C(NCCCC(N[C@H](C(N[C@H](C(=O)O)C)=O)C(C)C)=O)=O)C(C(NCCCC(N[C@H](C(N[C@H](C(=O)O)C)=O)C(C)C)=O)=O)N1C(C=CC1=O)=O (2S,5S,22S,25S)-13,14-bis(2,5-dioxo-2,5-dihydro-1H-pyrrol-1-yl)-5,22-diisopropyl-2,25-dimethyl-4,7,12,15,20,23-hexaoxo-3,6,11,16,21,24-hexaazahexacosanedioic acid